O1N=CC(=C1)C1=CC2=C(C(=N1)NCCOCCCCNC(OC(C)(C)C)=O)C=NN2C2OCCCC2 tert-butyl (4-(2-((6-(isoxazol-4-yl)-1-(tetrahydro-2H-pyran-2-yl)-1H-pyrazolo[4,3-c]pyridin-4-yl)amino)ethoxy)butyl)carbamate